C1(=CC=CC=C1)C1=C(C=CC(C1)=CC1=CC=C(C=C1)C(C)(C)C)C1=CC=C(C=C1)CCCCCCCC phenyl-4-(4-tert-butylbenzylidene)-4'-octylbiphenyl